N1(N=CC=C1)C1C[C@H](N(C1)C(=O)OC(C)(C)C)C(=O)OC(C)(C)C di-tert-butyl (2S)-4-(1H-pyrazol-1-yl)pyrrolidine-1,2-dicarboxylate